(S)-methyl 2-(4-bromo-2,5-difluorobenzyl)-1-(oxetan-2-ylmethyl)-1H-thieno[2,3-d]imidazole-5-carboxylate BrC1=CC(=C(CC=2N(C3=C(N2)SC(=C3)C(=O)OC)C[C@H]3OCC3)C=C1F)F